aminomethyltriiso-propoxysilane NC[Si](OC(C)C)(OC(C)C)OC(C)C